7-chloro-2-methyl-4H-benzo[d][1,3]oxazine ClC=1C=CC2=C(N=C(OC2)C)C1